(2R,4S)-4-hydroxy-1-[(2S)-2-[4-[1-[4-(hydroxymethyl)phenoxy]propyl]triazol-1-yl]-3,3-dimethyl-butanoyl]-N-methyl-pyrrolidine-2-carboxamide O[C@H]1C[C@@H](N(C1)C([C@H](C(C)(C)C)N1N=NC(=C1)C(CC)OC1=CC=C(C=C1)CO)=O)C(=O)NC